(5-(2-methylpiperidin-4-yl)-1-oxoisoindolin-2-yl)piperidine-2,6-dione hydrochloride Cl.CC1NCCC(C1)C=1C=C2CN(C(C2=CC1)=O)N1C(CCCC1=O)=O